(2-chloro-5-fluorophenyl)-N-{4-[2-(2-chloro-4-fluorophenyl)acetylamino]pyridin-2-yl}acetamide ClC1=C(C=C(C=C1)F)CC(=O)NC1=NC=CC(=C1)NC(CC1=C(C=C(C=C1)F)Cl)=O